COCC(OC(C)OC1C(CCCC1)=C)C 2-[1-(2-methoxy-1-methyl-ethoxy)ethoxy]-1-methylen-cyclohexan